1-(4-bromo-5-ethoxy-2-iodo-phenyl)pyrazole BrC1=CC(=C(C=C1OCC)N1N=CC=C1)I